((trans)-3-aminocyclobutyl)(2-((6-bromopyridin-2-yl)amino)-2-oxoethyl)-1H-indazole-3-carboxamide N[C@@H]1C[C@H](C1)C1=C2C(=NN(C2=CC=C1)CC(=O)NC1=NC(=CC=C1)Br)C(=O)N